S(=O)(=O)(O)O.N[C@@H](CCCNC(=O)N)C(=O)O L-citrulline sulfate